COC1=C(N=C(N=C1OC)CC2=CC=CC=C2)OC trimethoxybenzylpyrimidine